CC=1C(=NNC1)S(=O)(=O)N methyl-pyrazole-3-sulfonamide